Ethyl (E)-2-(2-bromo-7-(4-chlorophenyl)-7-hydroxy-5-methyl-4,7-dihydrobenzo[d]thiazol-6(5H)-ylidene)acetate BrC=1SC2=C(N1)CC(/C(/C2(O)C2=CC=C(C=C2)Cl)=C\C(=O)OCC)C